C(#N)C=1C=C(C=CC1)C=1N=C(SC1C1=CC(=NC(=C1)C)C)NC(=O)N1C[C@H](OCC1)CO (2S)-N-[4-(3-Cyanophenyl)-5-(2,6-dimethyl-4-pyridyl)thiazol-2-yl]-2-(hydroxymethyl)morpholine-4-carboxamide